FC=1C=C(CN2CC(CC2)O)C=CC1 1-(3-fluoro-benzyl)-pyrrolidin-3-ol